ethylenedi-stearamide Methyl-1-(8,11-dioxadispiro[3.2.47.24]tridecan-2-ylamino)cyclohexanecarboxylate COC(=O)C1(CCCCC1)NC1CC2(C1)CCC1(OCCO1)CC2.C(CCCCCCCCCCCCCCCCCCC(=O)N)CCCCCCCCCCCCCCCCCC(=O)N